C(C)(C)(C)OC(=O)N1CC(C(CC1)=O)C=1C(=C2COC(C2=CC1)=O)C 3-(4-methyl-1-oxo-1,3-dihydroisobenzofuran-5-yl)-4-oxopiperidine-1-carboxylic acid tert-butyl ester